N1-(6,7-Dichloro-2-(4-chlorophenyl)-9H-carbazol-3-yl)ethane-1,2-diamine ClC=1C=C2C=3C=C(C(=CC3NC2=CC1Cl)C1=CC=C(C=C1)Cl)NCCN